C[C@H](CCC=C(C)C)CC=O (R)-(+)-Citronellal